OC1CNCC1O 3,4-dihydroxy-pyrrolidine